C1=CC=CC=2C3=CC=CC=C3N(C12)C=1C=C(C=CC1)C1=NC(=CC(=N1)C1=CC(=CC=C1)N1C2=CC=CC=C2C=2C=CC=CC12)C1=CC(=CC=C1)N1C2=CC=CC=C2C=2C=CC=CC12 2,4,6-tris[3-(9H-carbazol-9-yl)phenyl]pyrimidine